C=C1C(CC=CCC1=O)=O 2-methylene-1,3-dioxo-5-cycloheptene